dimethyl-2,3-dioleoyloxypropyl-2-(2-argininoamino)ethyl-ammonium trifluoroacetate FC(C(=O)[O-])(F)F.C[N+](CCN[C@](N)(CCCNC(N)=N)C(=O)O)(CC(COC(CCCCCCC\C=C/CCCCCCCC)=O)OC(CCCCCCC\C=C/CCCCCCCC)=O)C